6-(3,3-difluorocyclobutoxy)-N-methoxy-N-methyl-pyrimidine-4-carboxamide FC1(CC(C1)OC1=CC(=NC=N1)C(=O)N(C)OC)F